C(=O)(O)C=1C=CC=C(C1)C1=C2NC(=C1)C=C1C=CC(=N1)C(=C1C=CC(N1)=C(C=1C=CC(N1)=C2C(=O)O)C(=O)O)C(=O)O 5,10,15,20-tetracarboxyphenyl-porphyrin